NC=1N=C(C2=C(N1)C=CN(C2=O)CC2=C(C=C(C=C2)C(=O)N2CCN(CC2)C)OC)N[C@H](C)CCC (R)-2-amino-6-(2-methoxy-4-(4-methylpiperazine-1-carbonyl)benzyl)-4-(pentan-2-ylamino)pyrido[4,3-d]pyrimidin-5(6H)-one